ClC1=C(C=CC(=C1)F)C1=CC=NC2=CC(=CC=C12)O[C@@H](C(=O)N1CCN(CC1)C(=O)OC(C)(C)C)C (R)-tertbutyl 4-(2-((4-(2-chloro-4-fluorophenyl)quinolin-7-yl)oxy)propanoyl)piperazine-1-carboxylate